O1C2(OCC1)[C@H]1CNC[C@@H]2CC1 (1R,5S)-3-azaspiro[bicyclo[3.2.1]octane-8,2'-[1,3]dioxolan]